FC(C1=C(C(=C(C(=C1F)F)F)F)F)=C(C#N)C#N perfluorobenzylenemalononitrile